N[C@@H]1CN(CC1)S(=O)(=O)C1=CC(=C(N1)C(=O)NC12C(OC3=C1C=CC(=C3)[C@H]3[C@@H](C3)C)(C3=C(C=CC=C3C2=O)[N+](=O)[O-])O)C 5-(((S)-3-Aminopyrrolidin-1-yl)sulfonyl)-N-(4b-hydroxy-7-((trans)-2-methylcyclopropyl)-4-nitro-10-oxo-4b,10-dihydro-9bH-indeno[1,2-b]benzofuran-9b-yl)-3-methyl-1H-pyrrole-2-carboxamide